(R)-1-(6-((6-(3-(3,5-difluorophenyl)isoxazolidin-2-yl)pyrimidin-4-yl)amino)-5-methoxy-1'-methylspiro[indoline-3,4'-piperidin]-1-yl)-2,2,2-trifluoroethan-1-one FC=1C=C(C=C(C1)F)[C@@H]1N(OCC1)C1=CC(=NC=N1)NC1=C(C=C2C(=C1)N(CC21CCN(CC1)C)C(C(F)(F)F)=O)OC